N-((3S,4R)-3-Fluoro-1-methylpiperidin-4-yl)-5-(imidazo[1,2-a]pyridin-6-yl)-4-methoxypyrrolo[2,1-f][1,2,4]triazin-2-amine F[C@H]1CN(CC[C@H]1NC1=NN2C(C(=N1)OC)=C(C=C2)C=2C=CC=1N(C2)C=CN1)C